tert-butyl N-methyl-N-(2-oxo-4-(o-tolyl)-2H-chromen-7-yl)glycylglycinate CN(CC(=O)NCC(=O)OC(C)(C)C)C1=CC=C2C(=CC(OC2=C1)=O)C1=C(C=CC=C1)C